rac-(3S,4R)-3-amino-4-hydroxypyrrolidine-1-carboxylic acid tert-butyl ester C(C)(C)(C)OC(=O)N1C[C@@H]([C@@H](C1)O)N |r|